Cl.NC(CCCCCCCCCC)OC1=CC=C(C=C1)CO [4-(l-1-aminoundecoxy)phenyl]methanol, hydrochloride